C(#N)C(=CC(=O)Cl)C1=CC(=C(C(=C1)[N+](=O)[O-])O)O cyano-3-(3,4-dihydroxy-5-nitrophenyl)acryloyl chloride